OC[C@H](C)N1C(N=CC=C1C1=CC=C(C=C1)OC(F)(F)F)C=1C=NC(=CC1)C N-[(2S)-1-Hydroxypropan-2-yl]-2-(6-methylpyridin-3-yl)-6-[4-(trifluoromethoxy)phenyl]pyrimidin